N-tert-butyl-2,5-dimethylbenzenesulfonamide C(C)(C)(C)NS(=O)(=O)C1=C(C=CC(=C1)C)C